C(C)OC(NC=1SC=2C(=NC=CN2)N1)=O thiazolo[4,5-b]pyrazin-2-ylcarbamic acid ethyl ester